C(C)(C)(C)OC(=O)N1C(CC(C(C1)C)=O)C (+/-)-tert-butyl-2,5-dimethyl-4-oxopiperidine-1-carboxylate